CS(=O)(=O)C1=C(C=CC=C1)NC1=NC=NC(=C1)NC1=NC=C(C=C1)N1CCOCC1 N4-(2-(methylsulfonyl)phenyl)-N6-(5-morpholinopyridin-2-yl)pyrimidine-4,6-diamine